C1NCC12CN(CCC2)C=O (2,6-diazaspiro[3.5]non-6-yl)methanone